OCCCCCCOC1=CC=C(C2=CC=CC=C12)/C=C/C(=O)O (E)-3-[4-(6-hydroxyhexoxy)-1-naphthyl]prop-2-enoic Acid